3-(2-(benzyloxy)ethoxy)propanal C(C1=CC=CC=C1)OCCOCCC=O